4-((5-bromopyridin-3-yl)oxy)-2-chloropyridine BrC=1C=C(C=NC1)OC1=CC(=NC=C1)Cl